ClC1=CC=C2C(=C(C(OC2=C1)=O)F)N[C@@H](C[C@@H]1CC[C@H](CC1)C1=CC=NC2=CC=C(C=C12)F)C 7-chloro-3-fluoro-4-(((R)-1-((trans)-4-(6-fluoroquinolin-4-yl)cyclohexyl)propan-2-yl)amino)-2H-chromen-2-one